Dodecamethylendiisocyanat C(CCCCCCCCCCCN=C=O)N=C=O